FC(OC1=CC=C(C=C1)NC1=CC(=NC=N1)C1=CC=C(C=C1)NS(=O)(=O)C(C)C)(F)F Propane-2-sulfonic acid {4-[6-(4-trifluoromethoxy-phenylamino)-pyrimidin-4-yl]-phenyl}-amide